FCC1=CC=2N(C=C1C1CCN(CC1)S(=O)(=O)C1=CC(=NS1)C)N=CN2 5-((4-(7-(fluoromethyl)-[1,2,4]triazolo[1,5-a]pyridin-6-yl)piperidin-1-yl)sulfonyl)-3-methylisothiazole